OCCN1CCN(CC1)CCCS(=O)(=O)O 3-[4-(2-hydroxyethyl)piperazin-1-yl]propan-1-sulfonic acid